C1(=CC=C(C=C1)C(=O)OC)\C=C/C1=CC=C(C=C1)C(=O)OC Dimethyl cis-stilbene-4,4'-dicarboxylate